(S)-1-[(2,4-dichlorophenyl)-2-bromoethyl] methanesulfonate CS(=O)(=O)OC[C@@H](Br)C1=C(C=C(C=C1)Cl)Cl